5-(1-(phenylcyclopentane-1-carboxamido)pyridin-2-yl)-3-chlorobenzamide C1(=CC=CC=C1)C1(CCCC1)C(=O)NN1C(C=CC=C1)C=1C=C(C=C(C(=O)N)C1)Cl